ClC(=O)N1[C@@H](C[C@@H](CC1)N(C(OC(F)(F)F)=O)C)C1=C(C=CC(=C1)F)F trifluoromethyl ((2S,4R)-1-(chlorocarbonyl)-2-(2,5-difluorophenyl)piperidin-4-yl)(methyl)carbamate